CN1N=CC=2C1=NC=C(C2)N 1-methylpyrazolo[3,4-b]pyridin-5-amine